C(C=C)(=O)N1C(CCC1)CN1C(N(C=2C=NC=CC21)C2=CC=C(C=C2)OC2=CC=CC=C2)=O 1-((1-acryloylpyrrolidin-2-yl)methyl)-3-(4-phenoxyphenyl)-1H-imidazo[4,5-c]pyridin-2(3H)-one